C(#N)C(C)(C)C1=CC(=NC=C1)C(=O)NC1=C(C=C(C(=C1)C=1C=NC2=CC(=NC=C2C1)N(C)CC1=CC=C(C=C1)OC)F)F 4-(2-cyanopropan-2-yl)-N-(2,4-difluoro-5-(7-((4-methoxybenzyl)(methyl)amino)-1,6-naphthyridin-3-yl)phenyl)picolinamide